COC(=O)C1(CC(C1)C)C1=CC(=CC(=C1)Br)Br 1-(3,5-dibromophenyl)-3-methylcyclobutane-1-carboxylic acid methyl ester